C(C)(C)(C)OC(N(C1=CC(=CC(=C1)C1=CC2=CC=CC=C2C=C1)C)CC1=NC=C(C(=C1C)OC)C)=O ((4-methoxy-3,5-dimethylpyridin-2-yl)methyl)(3-methyl-5-(naphthalen-2-yl)phenyl)carbamic acid tert-butyl ester